C1(CC1)N1N=CC(=C1)C=1C=C(NC[C@@H]2CC[C@H](CC2)C=2C=C3C(=NN(C3=CC2)C)F)C=CC1 3-(1-Cyclopropyl-1H-pyrazol-4-yl)-N-((trans-4-(3-fluoro-1-methyl-1H-indazol-5-yl)cyclohexyl)methyl)aniline